(2-fluoro-4-(3-hydroxyoxetan-3-yl)phenyl)(4-(4-(trifluoromethyl)phenoxy)piperidin-1-yl)methanone FC1=C(C=CC(=C1)C1(COC1)O)C(=O)N1CCC(CC1)OC1=CC=C(C=C1)C(F)(F)F